3,3,5-trimethyl-5-(isocyanatomethyl)cyclohexan CC1(CCCC(C1)(CN=C=O)C)C